5-Amino-N3-(5-(2-(4-chlorophenyl)acetamido)pyridin-3-yl)-1-isopropyl-1H-pyrazole-3,4-dicarboxamide NC1=C(C(=NN1C(C)C)C(=O)NC=1C=NC=C(C1)NC(CC1=CC=C(C=C1)Cl)=O)C(=O)N